[Si](C)(C)(C(C)(C)C)OC[C@H]1O[C@H]([C@@H]([C@@H]1OP1(SCCS1)=S)O)N1C2=NC=NC(=C2N=C1)O 2-(((2R,3S,4R,5R)-2-(((tert-butyldimethylsilyl)oxy)methyl)-4-hydroxy-5-(6-hydroxy-9H-purin-9-yl)tetrahydrofuran-3-yl)oxy)-1,3,2-dithiaphospholane 2-sulfide